N-(6-cyano-4'-((2-(1,1-difluoroethyl)-6-methylpyrimidin-4-yl)amino)-[2,3'-bipyridin]-6'-yl)acetamide C(#N)C1=CC=CC(=N1)C=1C=NC(=CC1NC1=NC(=NC(=C1)C)C(C)(F)F)NC(C)=O